C(C)OC(C)N1N=CC(=C1)C=1N=CC=2N(C1N1CCCCC1)N=C(N2)N[C@@H]2[C@@H](COCC2)F 6-(1-(1-ethoxyethyl)-1H-pyrazol-4-yl)-N-((3S,4S)-3-fluorotetrahydro-2H-pyran-4-yl)-5-(piperidin-1-yl)-[1,2,4]triazolo[1,5-a]pyrazin-2-amine